2,2,2-Trifluoro-1-(pyridin-3-yl)ethan-1-one FC(C(=O)C=1C=NC=CC1)(F)F